CN(C)C(C(F)(F)F)F N,N-dimethyl-tetrafluoro-ethylamine